ClC1=C(N=CC(=N1)N1CCC(CC1)(C)NC(OC(C)(C)C)=O)C#N tert-Butyl N-[1-(6-chloro-5-cyano-pyrazin-2-yl)-4-methyl-4-piperidyl]carbamate